N=1NN=C(C1)C1(CN(CCC1)C(=O)O)C(=O)O 3-(2H-1,2,3-triazol-4-yl)piperidine-1,3-dicarboxylic acid